C(C)S(=O)(=O)N1[C@H](C[C@@H](CC1)CC1=CC=2N(C=C1)N=CC2N2C(NC(CC2)=O)=O)C 1-(5-(((2S,4R)-1-(ethylsulfonyl)-2-methylpiperidin-4-yl)methyl)pyrazolo[1,5-a]pyridin-3-yl)dihydropyrimidine-2,4(1H,3H)-dione